C(#N)C1=CC=C(OC2CCC(CC2)OC=2C=CC(=NC2)C#N)C=C1 5-(((1r,4r)-4-(4-cyanophenoxy)cyclohexyl)oxy)picolinonitrile